BrC=1C=CC(=C(C1)CO)SC (5-bromo-2-methylsulfanyl-phenyl)methanol